6-(2-fluoro-3-methyl-phenyl)-3-methyl-1-(3-pyridylmethyl)imidazo[4,5-b]Pyridine FC1=C(C=CC=C1C)C=1C=C2C(=NC1)N(CN2CC=2C=NC=CC2)C